CC1=C(C=CC(=C1)NC=1C2=CC=CC=C2C=2C=CC=CC2C1)C1=CC=CC=C1 N-(2-methyl-[1,1'-biphenyl]-4-yl)phenanthren-9-amine